4-amino-1-methyl-2-piperidone NC1CC(N(CC1)C)=O